r-isobutanol C(C(C)C)O